BrC1=CC(=NC=C1)CNC(=O)C=1C=C2[C@](COCC2=CC1)(C)C#N (4R)-N-[(4-bromo-2-pyridinyl)methyl]-4-cyano-4-methyl-isochroman-6-carboxamide